ferric selenide carbon [C+4].[Fe+]=[Se]